dibutyl dimaleate C(\C=C/C(=O)[O-])(=O)OCCCC.C(\C=C/C(=O)[O-])(=O)OCCCC